2-(((3-(Methoxymethyl)-2-oxooxazolidin-4-yl)methoxy)methyl)-N-(1-methyl-1H-tetrazol-5-yl)-6-(trifluoromethyl)nicotinamide COCN1C(OCC1COCC1=C(C(=O)NC2=NN=NN2C)C=CC(=N1)C(F)(F)F)=O